N-(1-cyanocyclopropyl)carbamate C(#N)C1(CC1)NC([O-])=O